NC1=NN(C2=NC(=CN=C21)C2CC2)[C@@H]2CC[C@H](CC2)O trans-4-(3-amino-6-cyclopropyl-1H-pyrazolo[3,4-b]pyrazin-1-yl)cyclohexan-1-ol